FC=1C=CC(=NC1)[C@@H](C)OC=1C=2N(C=C(C1)C=1C=NN(C1C)[C@@H]1C[C@@H](CCC1)O)N=CC2C#N 4-((R)-1-(5-fluoropyridin-2-yl)ethoxy)-6-(1-((1S,3R)-3-hydroxycyclohexyl)-5-methyl-1H-pyrazol-4-yl)pyrazolo[1,5-a]pyridine-3-carbonitrile